C=C1C2=CC=CC=C2[C@H]([C@@]12C(C=CC1=CC=CC=C21)=O)C(=O)OC methyl (1R,2R)-3-methylene-2'-oxo-1,3-dihydro-2'H-spiro[indene-2,1'-naphthalene]-1-carboxylate